7-chloro-1-isopropyl-pyrido[3,4-d]pyridazin ClC1=CC=2C(=CN=NC2C(C)C)C=N1